C(C)C1=C(C=C(C(=C1C)OCC(C)C)CC)O 2,5-Diethyl-3-methyl-4-isobutoxy-phenol